diethyl butanedioate C(CCC(=O)OCC)(=O)OCC